1-hydroxy-phenyl-benzotriazole OC1(CC=CC=C1)C1=CC=CC=2NN=NC21